C(#N)C=1C=C(C(=NC1)OC)S(=O)(=O)NC1=C(C(=C(C=C1)F)COC=1C=C2C(=NC1)N(N=C2C(C)C)C2OCCCC2)F 5-cyano-N-[2,4-difluoro-3-([[3-isopropyl-1-(oxan-2-yl)pyrazolo[3,4-b]pyridin-5-yl]oxy]methyl)phenyl]-2-methoxypyridine-3-sulfonamide